4-Chloro-11-methyl-13,13a-dihydrobenzo[2,3]pyrrolo[2',3':5,6][1,4]diazepino[1,7-a]indol-12(11H)-one ClC=1C=CC=C2C=C3N(C12)C1=C(N=C2C3CC(N2C)=O)C=CC=C1